methyl 4-bromo-3-(chlorosulfonyl)-5-fluorobenzoate BrC1=C(C=C(C(=O)OC)C=C1F)S(=O)(=O)Cl